FC1(CC1)C(=O)N[C@H](C(=O)N1C(CC(C1)O)C(=O)N)C(C)(C)C 1-((S)-2-(1-fluorocyclopropane-1-carboxamido)-3,3-dimethylbutanoyl)-4-hydroxypyrrolidine-2-carboxamide